2-(4-cyclopropyl-6-methoxypyrimidin-5-yl)-7-(4-(1-methyl-4-(trifluoromethyl)-1H-imidazol-2-yl)benzyl)oxazolo[4,5-b]pyridine C1(CC1)C1=NC=NC(=C1C=1OC=2C(=NC=CC2CC2=CC=C(C=C2)C=2N(C=C(N2)C(F)(F)F)C)N1)OC